NCCOC=1C=C2CCC(C2=CC1)NCCCC1=CC=C(C=C1)N(C)C 5-(2-Aminoethoxy)-N-(3-(4-(dimethylamino)phenyl)propyl)-2,3-dihydro-1H-inden-1-amine